C(C)C1=C(N)C(=CC=C1)F 2-ethyl-6-fluoroaniline